B(OS(=O)(=O)CC)(OS(=O)(=O)CC)[O-] bis(ethanesulfonyl) borate